3-(2-methoxyethylamino)-4-nitro-benzoic acid methyl ester COC(C1=CC(=C(C=C1)[N+](=O)[O-])NCCOC)=O